C1(CC1)C1=C(C=CC=C1)B(O)O (2-cyclopropylphenyl)boronic acid